BrCC(=O)C1=C(C=C(C=C1)Cl)F 2-bromo-1-(4-chloro-2-fluoro-phenyl)ethanone